N1=CC(=CC=C1)C=1C=CC=2N(C1)C(=CN2)C2=NC(=NC=C2)NC2=CC=C(C=N2)N2CCN(CC2)C(C)=O 1-(4-(6-((4-(6-(Pyridin-3-yl)imidazo[1,2-a]pyridin-3-yl)pyrimidin-2-yl)amino)pyridin-3-yl)piperazin-1-yl)ethan-1-one